N1N=C(C2=C1CCC2)CNC(=O)C=2N=C(OC2)COC2=C(C=C(C=C2)C)OC N-({1H,4H,5H,6H-cyclopenta[c]pyrazol-3-yl}methyl)-2-[(2-methoxy-4-methylphenoxy)methyl]-1,3-oxazole-4-carboxamide